C(CC)[Si](O[Si](C)(C)C)(O[Si](C)(C)C)O[Si](C)(C)C propyltris(trimethyl-siloxy)silane